Ethyl 6-(cyclopropylmethyl)-2-(methylsulfonyl)-6H-thieno[2,3-b]pyrrole-5-carboxylate C1(CC1)CN1C2=C(C=C1C(=O)OCC)C=C(S2)S(=O)(=O)C